N-acetyL-cysteine C(C)(=O)N[C@@H](CS)C(=O)O